4-([18F]Fluoromethyl)phenyl Isothiocyanate [18F]CC1=CC=C(C=C1)N=C=S